C(C)(C)(C)OC(=O)N1CCC(CC1)(C)NC=1C(=CN(C(C1)=O)C1CCOCC1)C(=O)OC methyl 4-((1-(tert-butoxycarbonyl)-4-methylpiperidin-4-yl)amino)-6-oxo-1-(tetrahydro-2H-pyran-4-yl)-1,6-dihydropyridine-3-carboxylate